methyl lyxonate O=C([C@@H](O)[C@@H](O)[C@H](O)CO)OC